ClC=1C2=C(N=C(N1)SC)N=C(C=C2Cl)Cl 4,5,7-trichloro-2-(methylthio)pyrido[2,3-d]pyrimidine